5-(1-(3-fluoro-4-methylphenyl)vinyl)-1,2,4-thiadiazole FC=1C=C(C=CC1C)C(=C)C1=NC=NS1